C(C)(=O)N[C@H]1CN(CC1)C1=CC2=C(N=C(N=C2N[C@H](C)C=2C=C(C=CC2)NC(OC(C)(C)C)=O)C)C=N1 tert-butyl {3-[(1R)-1-({6-[(3R)-3-acetamidopyrrolidin-1-yl]-2-methylpyrido[3,4-d]pyrimidin-4-yl}amino)ethyl]phenyl}carbamate